2,3-dimethyl furandicarboxylate O1C(=C(C=C1)C(=O)OC)C(=O)OC